1'-((5-Cyano-3-ethyl-2-oxo-1,2-dihydroquinolin-7-yl)methyl)-N-methyl-1',2',3',6'-tetrahydro-[3,4'-bipyridine]-6-carboxamide C(#N)C1=C2C=C(C(NC2=CC(=C1)CN1CCC(=CC1)C=1C=NC(=CC1)C(=O)NC)=O)CC